C1(CCCCC1)P(C1=C(C=CC=C1)C1=C(C=CC=C1OC(C)C)OC(C)C)C1CCCCC1 Dicyclohexyl-(2',6'-diisopropoxybiphenyl-2-yl)phosphine